ethyl 2-amino-2-(3-fluorophenyl)acetate hydrochloride Cl.NC(C(=O)OCC)C1=CC(=CC=C1)F